CC1=C(C=CC(=C1)S(N)(=O)=O)C1=CC(=CC=C1)CN1[C@H](CCC1)C(=O)N[C@@H](C)C1=CC=C(C(=O)O)C=C1 4-((S)-1-((R)-1-((2'-methyl-4'-sulfamoyl-[1,1'-biphenyl]-3-yl)methyl)pyrrolidine-2-carboxamido)ethyl)benzoic acid